6-(2-methyl-4-nitrophenoxy)-1H-indole CC1=C(OC2=CC=C3C=CNC3=C2)C=CC(=C1)[N+](=O)[O-]